Ethyl{[1-(4-fluorophenyl)-5-(4-methylphenyl)-1H-pyrazol-3-yl]oxy} acetate C(C)(=O)OOC1=NN(C(=C1CC)C1=CC=C(C=C1)C)C1=CC=C(C=C1)F